bromo(tri-pyrrolidinyl)phosphonium hexafluorophosphate F[P-](F)(F)(F)(F)F.Br[P+](N1CCCC1)(N1CCCC1)N1CCCC1